4-bromo-2-(4-chlorophenoxy)-5-fluoropyrimidine BrC1=NC(=NC=C1F)OC1=CC=C(C=C1)Cl